N-ethylphenyl-N'-(3-dimethylaminopropyl)carbodiimide hydrochloride Cl.C(C)N=C=NCCC(N(C)C)C1=CC=CC=C1